IC1=CC(=C(C(=O)NC=2C=NN3C2CN(CC3)C(=O)OC(C)(C)C)C=C1)N1CCC3(CC3)CC1 tert-butyl 3-(4-iodo-2-(6-azaspiro[2.5]octan-6-yl) benzamido)-6,7-dihydropyrazolo[1,5-a]pyrazine-5(4H)-carboxylate